C(C)(C)(C)OC(=O)N1CCC(CC1)(CO)CO 4,4-Bis(hydroxymethyl)piperidine-1-carboxylic acid tert-butyl ester